FC(C(=O)O)(F)F.NC1=NC=NN2C1=NC(=C2C=2C=C(C=CC2)S(=O)(=O)NC21CCC(C2)(C1)C#N)C 3-(4-Amino-6-methylimidazo[2,1-f][1,2,4]triazin-7-yl)-N-(4-cyanobicyclo[2.1.1]hexan-1-yl)benzenesulfonamide Trifluoroacetate Salt